rel-1-(4-fluorophenyl)-4(S)-(4-hydroxyphenyl)-3(R)-(1(R)-hydroxy-3-phenylpropyl)-2-azetidinone FC1=CC=C(C=C1)N1C([C@H]([C@H]1C1=CC=C(C=C1)O)[C@@H](CCC1=CC=CC=C1)O)=O |o1:9,10,18|